O=C(C(=O)NC=1C2=C(C=NC1)C=NN2)N2[C@H](CN([C@@H](C2)C)C(=O)C2(CC2)C)C=2C=CC1=C(N=CS1)C2 |r| 2-oxo-N-(1H-pyrazolo[4,3-c]pyridin-7-yl)-2-[rac-(2S,5R)-2-(1,3-benzothiazol-5-yl)-5-methyl-4-(1-methylcyclopropanecarbonyl)piperazin-1-yl]acetamide